BrC1=CC(=C(C=C1Cl)[C@H](NS(=O)C(C)(C)C)C1CCNCC1)OCC=C N-[(R)-[4-bromo-5-chloro-2-(prop-2-en-1-yloxy)phenyl](piperidin-4-yl)methyl]-2-methylpropane-2-sulfinamide